6-chloro-4-methoxy-3-(oxetan-3-yl)pyridazine ClC1=CC(=C(N=N1)C1COC1)OC